4-(((5-(1,2-dithiolan-3-yl)pentanoyl)oxy)methoxy)-4-oxobutanoic acid S1SC(CC1)CCCCC(=O)OCOC(CCC(=O)O)=O